2,6-di-methyl-octylthio-4-methylphenol CC(CSC1=C(C=CC(=C1)C)O)CCCC(CC)C